[NH4+].FC(C(=O)O)(C(C(C(C(C(C(F)(F)F)(F)F)(F)F)(F)F)(F)F)(F)F)F perfluorooctanoic acid ammonium